C(C)(=O)C1=CN(C2=CC=C(C=C12)C(=O)OC)CC(=O)N(C1CC1)CC(=O)NCC1=C(C(=CC=C1)Cl)F methyl 3-acetyl-1-(2-((2-((3-chloro-2-fluorophenylmethyl) amino)-2-oxoethyl) (cyclopropyl) amino)-2-oxoethyl)-1H-indole-5-carboxylate